N-([2-iodophenyl]methyl)-1-azabicyclo(2.2.2)octan-3-amine IC1=C(C=CC=C1)CNC1CN2CCC1CC2